C(C)N(C1=NC(=NC(=N1)NC1=CC=CC=C1)OCC(C(F)F)(F)F)CC N,N-diethyl-N'-phenyl-6-(2,2,3,3-tetrafluoropropoxy)-1,3,5-triazine-2,4-diamine